[Br-].C[NH+]1CCC2=CC=CC=C12 1-methylindolin-1-ium bromide